(2,4-dichlorophenethyl)glycinamide ClC1=C(CCNCC(=O)N)C=CC(=C1)Cl